C1(=CC=CC2=CC=CC=C12)S(=O)(=O)CC(=O)C1=CC=CC=C1 2-(naphthalene-1-sulfonyl)acetophenone